5-(difluoromethyl)-1'-[2-({7-oxo-8-[(cis)-3-hydroxy-3-methylcyclobutyl]-5,6,7,8-tetrahydro-1,8-naphthyridin-3-yl}oxy)ethyl]-1,2-dihydrospiro[indole-3,4'-piperidin]-2-one FC(C=1C=C2C(=CC1)NC(C21CCN(CC1)CCOC=1C=NC=2N(C(CCC2C1)=O)C1CC(C1)(C)O)=O)F